FC(C1=NN=C(O1)C1=C(C(=C(C=C1)CN1N=C(N=N1)C=1C=C2C=CC(=NC2=CC1)NCC)F)F)F 6-[2-[[4-[5-(Difluoromethyl)-1,3,4-oxadiazol-2-yl]-2,3-difluorophenyl]methyl]tetrazol-5-yl]-N-ethylquinolin-2-amine